2-((S)-3-carboxybutanoyl)-7-chloro-4-fluoro-6-hydroxybenzo[b]thiophen C(=O)(O)[C@H](CC(=O)C1=CC2=C(S1)C(=C(C=C2F)O)Cl)C